C(#N)C[C@@H]1N(CCN(C1)C1=NC(=NC(=C1[N+](=O)[O-])CC1(CCCC2=CC=CC=C12)C(=O)OC)C=1C=NC=CC1)C(=O)[O-] (2S)-2-(cyanomethyl)-4-(6-((1-(methoxycarbonyl)-1,2,3,4-Tetrahydronaphthalen-1-yl)methyl)-5-nitro-2-(pyridin-3-yl)pyrimidin-4-yl)piperazine-1-carboxylate